N-maleylβ-alanine C(\C=C/C(=O)O)(=O)NCCC(=O)O